C[C@@H]1CN(CCN1C)C1=C(C=C(C(=C1)F)C=1C=NC(=NC1)N1CCOCC1)NC(=O)C1=CNC(C=C1C(F)(F)F)=O (R)-N-(2-(3,4-dimethylpiperazin-1-yl)-4-fluoro-5-(2-morpholinopyrimidin-5-yl)phenyl)-6-oxo-4-(trifluoromethyl)-1,6-dihydropyridine-3-carboxamide